FC=1C=C(C=CC1N1CCNCC1)NC=1N=C(N=NC1C(=O)N)N1C[C@@H](CCC1)N1C(N(CC1)C)=O (R)-5-((3-fluoro-4-(piperazin-1-yl)phenyl)amino)-3-(3-(3-methyl-2-Oxoimidazolidin-1-yl)piperidin-1-yl)-1,2,4-triazine-6-carboxamide